N1=CC=NC=2NC(CCCC21)=O 5H,7H,8H,9H-pyrazino[2,3-b]azepin-6-one